C(C1=CC=CC=C1)OC1=CC(=C(C(=O)N2[C@@H](C[C@@H](C2)O)C(=O)OC)C=C1OC)[N+](=O)[O-] methyl (2S,4S)-1-(4-(benzyloxy)-5-methoxy-2-nitrobenzoyl)-4-hydroxypyrrolidine-2-carboxylate